ClC=1C=CC(=NC1)C1(OC2=C(O1)C=CC=C2N2[C@@H]1CC[C@H]1NCC2)C |r| rac-(1R,6R)-2-(2-(5-chloropyridin-2-yl)-2-methylbenzo[d][1,3]dioxol-4-yl)-2,5-diazabicyclo[4.2.0]octane